Cl.N1=C(C=CC=C1)N1N=CC(=C1C(F)(F)F)N 1-(pyridin-2-yl)-5-(trifluoromethyl)-1H-pyrazol-4-amine hydrochloride